NC=1N=CC=C2C(=CN=CC12)NC(C(N1[C@H](CC[C@@H](C1)C)C=1C=CC2=C(N=C(S2)[C@H]2CN(CCC2)C)C1)=O)=O |&1:29| Racemic-N-(8-amino-2,7-naphthyridin-4-yl)-2-oxo-2-[(2R,5S)-5-methyl-2-[2-(1-methyl-3-piperidyl)-1,3-benzothiazol-5-yl]-1-piperidyl]acetamide